8-(2,2-difluoroethoxy)-6-(5-fluoro-2-pyridyl)-N-[1-(5-methyl-1,3,4-thiadiazol-2-yl)ethyl]quinazolin-4-amine FC(COC=1C=C(C=C2C(=NC=NC12)NC(C)C=1SC(=NN1)C)C1=NC=C(C=C1)F)F